4,4,5,5-tetramethyl-2-(2-thienyl)-1,3,2-dioxaborolane CC1(OB(OC1(C)C)C=1SC=CC1)C